5-[(3S)-3-(methylamino)pyrrolidine-1-carbonyl]-N-[(1S)-1-{1H-pyrrolo[2,3-b]pyridin-5-yl}ethyl]pyridin-2-amine trifluoroacetate salt FC(C(=O)O)(F)F.CN[C@@H]1CN(CC1)C(=O)C=1C=CC(=NC1)N[C@@H](C)C=1C=C2C(=NC1)NC=C2